terphenyl-hexacarboxylic acid C1(=C(C(=C(C(=C1C(=O)O)C(=O)O)C(=O)O)C(=O)O)C(=O)O)C1=C(C(=CC=C1)C(=O)O)C1=CC=CC=C1